C(CC)(=O)OC1=CC=C(C=C1)CC1=CCCO1 (4-((5-oxacyclopent-1-enyl) methyl) phenyl) propionate